COC=1[C@H](N=C(CN1)OC)C(C)C (R)-2,5-dihydro-3,6-dimethoxy-2-isopropylpyrazine